C4-amino-N-[5-[1-(2,6-dioxo-3-piperidyl)-3-methyl-2-oxo-benzimidazol-5-yl]pentyl]benzamide NC1=CC=C(C(=O)NCCCCCC2=CC3=C(N(C(N3C)=O)C3C(NC(CC3)=O)=O)C=C2)C=C1